Methyl 2-((3-bromo-2,2-dimethylpropoxy)methyl)-2-(3-bromophenyl)propanoate BrCC(COCC(C(=O)OC)(C)C1=CC(=CC=C1)Br)(C)C